(4-(difluoromethoxy)-3-nitrophenyl)-4-methylpiperazine FC(OC1=C(C=C(C=C1)N1CCN(CC1)C)[N+](=O)[O-])F